C(C)(C)(C)OC(N[C@@H]1CN(CCC1)C=1C=C2N=C(C(=NC2=CC1)C1=CC=C(C=C1)F)C1=CC=C(C=C1)C#N)=O (S)-(1-(3-(4-cyanophenyl)-2-(4-fluorophenyl)quinoxalin-6-yl)piperidin-3-yl)carbamic acid tert-butyl ester